FC=1C(=C(C(=C2C(C=3C(=C(C(=C(C3C(C12)=O)F)F)F)F)=O)F)F)F octafluoro-9,10-anthraquinone